COC1=C(C2=CC=CC=C2C=C1)CC1=C(C=CC2=CC=CC=C12)OCCN(CCO)CCO 2,2'-((2-((1-((2-methoxynaphthalen-1-yl)methyl)naphthalen-2-yl)oxy)ethyl)azanediyl)bis(ethan-1-ol)